6-(2-chloro-3,5-dimethoxyphenyl)-5-(2-chloro-4-fluorophenyl)-2,4-dimethyl-3(2H)-pyridazinone ClC1=C(C=C(C=C1OC)OC)C=1C(=C(C(N(N1)C)=O)C)C1=C(C=C(C=C1)F)Cl